(1R,4R,7R)-2-{2-[1-(cyclopropylmethyl)-6-(pyridin-4-yl)-1H-pyrrolo[2,3-b]pyridin-2-yl]-7-methoxy-1-methyl-1H-1,3-benzodiazole-5-carbonyl}-2-azabicyclo[2.2.1]heptan-7-amine C1(CC1)CN1C(=CC=2C1=NC(=CC2)C2=CC=NC=C2)C2=NC1=C(N2C)C(=CC(=C1)C(=O)N1[C@@H]2CC[C@H](C1)[C@H]2N)OC